CC1(CN(C1)CC(=O)NC=1C=C(C(=NC1)C)C=1N2C(SC1C=1C=NN(C1)C1CCNCC1)=C(C=N2)C(=O)N)C (5-(2-(3,3-dimethylazetidin-1-yl)acetamido)-2-methylpyridin-3-yl)-2-(1-(piperidin-4-yl)-1H-pyrazol-4-yl)pyrazolo[5,1-b]thiazole-7-carboxamide